3-((3S,4R)-4-phenyl-1-(2-methoxyethyl)pyrrolidin-3-yl)urea C1(=CC=CC=C1)[C@H]1[C@@H](CN(C1)CCOC)NC(N)=O